C[C@H]1[C@H](CN(CC1)C(CC#N)=O)N(C=1C2=C(N=CN1)N(C=C2)C(C(C)C2=CC=C(C=C2)CC2C(CCC2)=O)=O)C 3-((3R,4R)-4-methyl-3-(methyl-(7-(2-(4-((2-oxocyclopentyl)methyl)phenyl)propanoyl)-7H-pyrrolo[2,3-d]pyrimidin-4-yl)amino)piperidin-1-yl)-3-oxopropanenitrile